FC1(CC(C1)CNC(=O)C=1C=NN2C1C=C(C=C2)C2=CNC=1N=C(N=CC12)OCC)F N-((3,3-difluorocyclobutyl)methyl)-5-(2-ethoxy-7H-pyrrolo[2,3-d]pyrimidin-5-yl)pyrazolo[1,5-a]pyridine-3-carboxamide